(R or S)-N-(2-(1-cyclopropyl-2-hydroxy-2-methylpropyl)-3-oxoisoindolin-4-yl)-2-methyl-2H-indazole-4-carboxamide C1(CC1)[C@H](C(C)(C)O)N1CC2=CC=CC(=C2C1=O)NC(=O)C=1C2=CN(N=C2C=CC1)C |o1:3|